C(C)(C)(C)OC(C(C)(C)OC=1C(=C(C=CC1)N1C[C@@H](CCC1)C(=O)OCC)F)=O ethyl (R)-1-(3-((1-(tert-butoxy)-2-methyl-1-oxopropan-2-yl)oxy)-2-fluorophenyl)piperidine-3-carboxylate